(R)-7-(3-(1-(2,2-difluoro-1-(4-fluorophenyl)propyl)-1H-pyrazol-4-yl)-2,6-difluorophenyl)-[1,2,4]triazolo[1,5-a]pyridin-2-amine FC([C@@H](C1=CC=C(C=C1)F)N1N=CC(=C1)C=1C(=C(C(=CC1)F)C1=CC=2N(C=C1)N=C(N2)N)F)(C)F